Cl.CC1(CN(CCN1)C1=NC=C(C=N1)C(F)(F)F)C 2-(3,3-dimethylpiperazin-1-yl)-5-(trifluoromethyl)pyrimidine hydrochloride